4-[Bis-(4-methoxy-benzyl)-amino]-1,1a,6,6a-tetrahydro-3-aza-cyclopropa[a]-indene-1-carboxylic acid ethyl ester C(C)OC(=O)C1C2C1CC=1C=C(N=CC21)N(CC2=CC=C(C=C2)OC)CC2=CC=C(C=C2)OC